3-[[1-[(3R,4R)-1-[(4,6-dimethylpyrimidin-2-yl)methyl]-3-phenyl-piperidine-4-carbonyl]-4-hydroxy-4-piperidinyl]methyl]-7-phenyl-pyrrolo[2,3-d]pyrimidin-4-one CC1=NC(=NC(=C1)C)CN1C[C@H]([C@@H](CC1)C(=O)N1CCC(CC1)(O)CN1C=NC2=C(C1=O)C=CN2C2=CC=CC=C2)C2=CC=CC=C2